4-[3-[4-[[(3R,4S)-3-fluoro-1-methyl-4-piperidyl]amino]-1-(2,2,2-trifluoroethyl)indol-2-yl]prop-2-ynylamino]-3-methoxy-benzoic acid F[C@@H]1CN(CC[C@@H]1NC1=C2C=C(N(C2=CC=C1)CC(F)(F)F)C#CCNC1=C(C=C(C(=O)O)C=C1)OC)C